CN1CCN(CC1)C1=NC(=NC(=C1)N1CC(CC1)NC(C)=O)NC=1SC(=C(N1)C)C(=O)OCC 2-[[4-[4-Methylpiperazin-1-yl]-6-[3-(acetylamino)-1-pyrrolidinyl]-2-pyrimidinyl]amino]-4-methyl-5-thiazolecarboxylic acid, ethyl ester